(R)-(+)-1-(1-naphthyl)ethylamine C[C@H](C1=CC=CC2=CC=CC=C21)N